(5-(1H-pyrrolo[2,3-b]pyridin-3-yl)pyrazolo[1,5-a]pyridin-3-yl)(4-morpholinopiperidin-1-yl)methanone N1C=C(C=2C1=NC=CC2)C2=CC=1N(C=C2)N=CC1C(=O)N1CCC(CC1)N1CCOCC1